3-(N-(4-bromophenyl)sulfamoyl)-N-(1-isopropylpiperidin-4-yl)benzamide BrC1=CC=C(C=C1)NS(=O)(=O)C=1C=C(C(=O)NC2CCN(CC2)C(C)C)C=CC1